1-benzyl-3-hydroxy-4-(azacyclooctan-1-ylmethyl)pyridin-2(1H)-one C(C1=CC=CC=C1)N1C(C(=C(C=C1)CN1CCCCCCC1)O)=O